ClC=1C=C(C=C(C1)NS(=O)(=O)C)NC(=O)C=1SC=C(C1)C1=NC=CC=C1OC1=NC=CC=N1 N-(3-chloro-5-(methylsulfonamido)phenyl)-4-(3-(pyrimidin-2-yloxy)pyridin-2-yl)thiophene-2-carboxamide